di(2-ethoxyethyl) phthalate C(C=1C(C(=O)OCCOCC)=CC=CC1)(=O)OCCOCC